ClC1=C(C=CC=C1C1=C(C(=NC=C1)C1=CC(=C(C=C1)C=O)OC)Cl)NC(=O)C=1N(C2=C(CN(CC2)CCC(F)(F)F)N1)C N-(2-chloro-3-(3-chloro-2-(4-formyl-3-methoxyphenyl)pyridin-4-yl)phenyl)-1-methyl-5-(3,3,3-trifluoropropyl)-4,5,6,7-tetrahydro-1H-imidazo[4,5-c]pyridine-2-carboxamide